CN1N=CC(=C1)C1=NC=2C(=NC=CC2C=2C=C3CCC[C@@H](C3=CC2)NC(=O)N2CC(C2)OC(C)(C)C)N1 3-tert-Butoxy-azetidine-1-carboxylic acid {(S)-6-[2-(1-methyl-1H-pyrazol-4-yl)-3H-imidazo[4,5-b]pyridin-7-yl]-1,2,3,4-tetrahydro-naphthalen-1-yl}-amide